O[C@@H]1C[C@H](N(C1)C(C(C(C)C)C1=CC(=NO1)O)=O)C(=O)NCC1=CC=C(C=C1)C1=C(N=CS1)C (2S,4R)-4-hydroxy-1-[2-(3-hydroxy-1,2-oxazol-5-yl)-3-methylbutyryl]-N-[4-(4-methyl-1,3-thiazol-5-yl)phenyl]Methylpyrrolidine-2-carboxamide